ClC=1C=CC(=C(C1)C1=CC(=CC=C1)C(=O)O)C#CCN1C(=NC2=CC(=C(C(=C2C1=O)C#N)N1CCN(CC1)C)C(F)(F)F)C 5'-Chloro-2'-(3-(5-cyano-2-methyl-6-(4-methylpiperazin-1-yl)-4-oxo-7-(trifluoromethyl)quinazolin-3(4H)-yl)prop-1-yn-1-yl)-[1,1'-biphenyl]-3-carboxylic acid